2-[1-[2-(3-Acetyl-3,9-diazaspiro[5.5]undecan-9-yl)-6-methyl-4-oxo-chromen-8-yl]ethylamino]benzoic acid C(C)(=O)N1CCC2(CC1)CCN(CC2)C=2OC1=C(C=C(C=C1C(C2)=O)C)C(C)NC2=C(C(=O)O)C=CC=C2